FC=1C(=C(C=C(C1)C1(CC1)C)[C@H](C(=O)O)N1C[C@@H](CC1)OCCCCCC1=NC=2NCCCC2C=C1)OC (R)-2-(3-fluoro-2-methoxy-5-(1-methylcyclopropyl)phenyl)-2-((R)-3-((5-(5,6,7,8-tetrahydro-1,8-naphthyridin-2-yl)pentyl)oxy)pyrrolidin-1-yl)acetic acid